FC=1C=CC(=C(CN2C(C=3C=C(C=NC3CC2)C=2C=CC=3N(N2)C=C(N3)NC(C)=O)=O)C1)C=1C=NN(C1)C N-(6-(6-(5-fluoro-2-(1-methyl-1H-pyrazol-4-yl)benzyl)-5-oxo-5,6,7,8-tetrahydro-1,6-naphthyridin-3-yl)imidazo[1,2-b]pyridazin-2-yl)acetamide